7-Aminophenylthioandrost-4-ene-3,17-dione NC1[C@H]2[C@@H]3CCC([C@@]3(CSC3=CC=CC=C3)CC[C@@H]2[C@]2(CCC(C=C2C1)=O)C)=O